2-bromo-6-(pyrazolo[1,5-a]pyridin-2-yl)imidazo[2,1-b][1,3,4]thiadiazole BrC1=NN2C(S1)=NC(=C2)C2=NN1C(C=CC=C1)=C2